5-({7-fluoro-6-[2-fluoro-1-(fluoromethyl)ethoxy]-1-(1-formylpiperidin-4-yl)-2,4-dioxo-1,4-dihydroquinazolin-3(2H)-yl}methyl)-2-methoxybenzonitrile FC1=C(C=C2C(N(C(N(C2=C1)C1CCN(CC1)C=O)=O)CC=1C=CC(=C(C#N)C1)OC)=O)OC(CF)CF